C12OCC(C1)(C2)C=2N=C1N(C=C(C(=N1)OC1CCC1)C(=O)NC=1C(N(C=CC1)[C@H]1[C@H](C1)F)=O)C2 cis-2-(2-oxabicyclo[2.1.1]hex-4-yl)-7-cyclobutoxy-N-(1-(2-fluorocyclopropyl)-2-oxo-1,2-dihydropyridin-3-yl)imidazo[1,2-a]pyrimidine-6-carboxamide